BrC1=CC=NN1CCOC 5-Bromo-1-(2-methoxyethyl)pyrazole